(3S,4S)-1-(4-(((R)-3-(hexylcarbamoyl)-4-octanoylpiperazin-1-yl)methyl)benzoyl)-N3,N4-bis((1S,2R)-2-phenylcyclopropyl)pyrrolidine-3,4-dicarboxamide C(CCCCC)NC(=O)[C@H]1CN(CCN1C(CCCCCCC)=O)CC1=CC=C(C(=O)N2C[C@H]([C@@H](C2)C(=O)N[C@@H]2[C@H](C2)C2=CC=CC=C2)C(=O)N[C@@H]2[C@H](C2)C2=CC=CC=C2)C=C1